C1(=CC=CC=C1)S(=O)(=O)N(C(C(=C)C)=O)CC1=CC=CC=C1 N-benzenesulfonyl-N-benzylmethacrylamide